[Li].C(C=C)NC(CCCCC(=O)NCC=C)=O N,N'-diallyl-adipamide lithium